C(#N)[C@H](C[C@H]1C(NCCC1)=O)NC(=O)[C@H]1N([C@@H]2CC([C@H]1CC2)(F)F)C([C@@H](CC2CC2)NC=2C=NN(C2)C)=O (1S,3S,4S)-N-((S)-1-cyano-2-((S)-2-oxopiperidin-3-yl)ethyl)-2-((R)-3-cyclopropyl-2-((1-methyl-1H-pyrazol-4-yl)amino)propanoyl)-5,5-difluoro-2-azabicyclo[2.2.2]octane-3-carboxamide